4-(3-bromo-5-chloro-2-methoxyphenyl)oxazolidine BrC=1C(=C(C=C(C1)Cl)C1NCOC1)OC